N1(CCOCC1)C=1C2=C(N=CN1)C=CS2 4-(4-morpholinyl)thieno[3,2-d]pyrimidine